CC=1C=C(N=NC1N[C@@H]1CCCN2CCCC[C@H]12)C1=C(C=C(C=C1)C(F)(F)F)NS(=O)(=O)C N-(2-(5-Methyl-6-(((1R,9aR)-octahydro-2H-quinolizin-1-yl)amino)pyridazin-3-yl)-5-(trifluoromethyl)phenyl)methanesulfonamide